C([C@H](O)[C@@H](O)[C@H](O)CO)O |r| (±)-Xylitol